CC(CCCCCCC)=O nonaneOn